N,N-dimethyl-N-methacryloyloxyethyl-ammonium propanesulfonate C(CC)S(=O)(=O)[O-].C[NH+](CCOC(C(=C)C)=O)C